P(=O)(ON1C(C(CC1=O)C1[C@H](O)[C@H](O)[C@H](O1)CO)=O)([O-])[O-] ribosyl-succinimidyl phosphate